OC=1C=NC2=CC=CN=C2C1C(=O)OCC ethyl 3-hydroxy-1,5-naphthyridine-4-carboxylate